2,6-dimethyl-N-(3-((S)-1-((4-methyl-4H-1,2,4-triazol-3-yl)thio)ethyl)phenyl)morpholine-4-carboxamide CC1CN(CC(O1)C)C(=O)NC1=CC(=CC=C1)[C@H](C)SC1=NN=CN1C